C1(=CC=CC=C1)C1=C(C(=C2C=CC=CC2=C1)C=1C(=C(C=C2C=CC=CC12)C1=CC=CC=C1)O)O (S)-3,3'-bis(phenyl)-[1,1'-binaphthyl]-2,2'-diol